(±)-N-(4-(trifluoromethyl)phenyl)-6,7,8,9-tetrahydro-5H-5,8-epiminocyclohepta[d]pyrimidine FC(C1=CC=C(C=C1)N1CN=CC2=C1CC1CCC2N1)(F)F